CN1CC2=C(CC1)N=C(S2)C(=O)N 5-methyl-4,5,6,7-tetrahydrothiazolo[5,4-c]pyridine-2-carboxamide